N[C@@H]1[C@@H](OCC12CCN(CC2)C=2N=CC(=NC2CO)SC2=CC=NC1=C2OCC2N1CC(C2)O)C 4-((5-((3S,4S)-4-amino-3-methyl-2-oxa-8-azaspiro[4.5]dec-8-yl)-6-(hydroxymethyl)pyrazin-2-yl)thio)-6a,7,8,9-tetrahydro-6H-pyrido[3,2-b]pyrrolo[1,2-d][1,4]oxazin-8-ol